3-Methoxy-4-(piperazin-1-yl)pyridazine COC=1N=NC=CC1N1CCNCC1